COC(=O)C1[C@@H]2CNC[C@H]1CC2.ClC2=C(C=CC=C2C=2C=NC(=CC2)CCC2=NN(C=C2)C)C2C(NC(CC2)=O)=O 3-(2-chloro-3-(6-(2-(1-methyl-1H-pyrazol-3-yl)ethyl)pyridin-3-yl)phenyl)piperidine-2,6-dione methyl-(1R,5S,8r)-3-azabicyclo[3.2.1]octane-8-carboxylate